C(C1=CC=CC=C1)N1C[C@@H]([C@@H](CC1)C)N(C)C=1C2=C(N=C(N1)Cl)NC=C2 (3R,4R)-(1-benzyl-4-methylpiperidin-3-yl)-2-chloro-N-methyl-(7H-pyrrolo[2,3-d]pyrimidin-4-yl)-amine